N-benzyl-N-(n-propyl)amide C(C1=CC=CC=C1)[N-]CCC